8-[(1S)-1-chloroethyl]-3,6-dimethyl-2-phenyl-benzopyran-4-one Cl[C@@H](C)C1=CC(=CC=2C(C(=C(OC21)C2=CC=CC=C2)C)=O)C